ClC1=C(C=CC=C1)S(=O)(=O)NC1=C(C=C(C=C1)C1=NC=2C=NC(=NC2N(C1=O)C(C)C)NC1CCC(CC1)N(C)C)F 2-chloro-N-(4-(2-(((1r,4r)-4-(dimethyl-amino)cyclohexyl)-amino)-8-isopropyl-7-oxo-7,8-dihydropteridin-6-yl)-2-fluoro-phenyl)benzenesulfonamide